(difluoromethyl)-5-[4-[(2,5-dimethyl-3-oxo-4H-quinoxalin-6-yl)methyl]Piperazin-1-yl]-N-methyl-pyridine-2-carboxamide FC(F)C=1C(=NC=C(C1)N1CCN(CC1)CC=1C(=C2NC(C(=NC2=CC1)C)=O)C)C(=O)NC